1-(1-(((7-Bromo-6,8-difluoro-4-(piperidin-1-yl)quinazolin-2-yl)oxy)methyl)cyclopropyl)-N,N-dimethylmethanamine BrC1=C(C=C2C(=NC(=NC2=C1F)OCC1(CC1)CN(C)C)N1CCCCC1)F